F[C@@H]1[C@@H]([C@@H](N(C1)C(C(C)C)=O)CC=1C(=C(C=CC1)C1=CC(=CC(=C1)F)F)F)NS(=O)(=O)CC N-{(2S,3R,4S)-4-fluoro-1-(2-methylpropanoyl)-2-[(2,3',5'-trifluoro[1,1'-biphenyl]-3-yl)methyl]pyrrolidin-3-yl}ethanesulfonamide